8-fluoro-7-(8-fluoronaphthalen-1-yl)-2-((hexahydro-1H-pyrrolizin-7a-yl)methoxy)pyrido[4,3-d]pyrimidin-4-ylthiomorpholine FC1=C(N=CC2=C1N=C(N=C2N2CCSCC2)OCC21CCCN1CCC2)C2=CC=CC1=CC=CC(=C21)F